bis(cyclopentadienyl)bis[2,6-difluoro-3-(pyrrolidin-2,5-dion-1-yl)phenyl]titanium C1(C=CC=C1)[Ti](C1=C(C(=CC=C1F)N1C(CCC1=O)=O)F)(C1=C(C(=CC=C1F)N1C(CCC1=O)=O)F)C1C=CC=C1